N-((1,3,4-oxadiazol-2-yl)methyl)-2-(N-(1-(1-(naphthalen-1-yl)ethyl)piperidin-4-yl)methylsulfonamido)acetamide O1C(=NN=C1)CNC(CN(S(=O)(=O)C)C1CCN(CC1)C(C)C1=CC=CC2=CC=CC=C12)=O